tert-butyl 4-(2,2,2-trifluoro-1-((4-(4-morpholino-7-((2-(trimethylsilyl) ethoxy) methyl)-7H-pyrrolo[2,3-d]pyrimidin-6-yl) phenyl) amino) ethyl)-[1,4'-bipiperidine]-1'-carboxylate FC(C(NC1=CC=C(C=C1)C1=CC2=C(N=CN=C2N2CCOCC2)N1COCC[Si](C)(C)C)C1CCN(CC1)C1CCN(CC1)C(=O)OC(C)(C)C)(F)F